7-(bromomethyl)-6-chloro-2-methyl-2,3-dihydro-1,4-benzodioxine BrCC=1C(=CC2=C(OC(CO2)C)C1)Cl